C(CC)C=C(C(=O)N)C n-propyl-methacrylamide